ClC1=C(C=C(C=C1)NC(=O)C1(NN(C=C1S(=O)(=O)C)C)C(C(F)(F)F)(F)F)C(NC1(CC1)C#N)=O N-{4-chloro-3-[(1-cyanocyclopropyl)carbamoyl]phenyl}-1-methyl-4-(methylsulfonyl)-3-(1,1,2,2,2-pentafluoroethyl)-1H-pyrazole-3-carboxamide